ClC=1C=C2C=CN(C2=C(C1)C1=C2C(=NC=C1)C=C(S2)CN2C(C(C(C2=O)(C)C)(C)C)=O)CC2(CCNCC2)C#N 4-((5-Chloro-7-(2-((3,3,4,4-tetramethyl-2,5-dioxopyrrolidin-1-yl)methyl)thieno[3,2-b]pyridin-7-yl)-1H-indol-1-yl)methyl)piperidine-4-carbonitrile